CC1=C2C=CC(=NC2=C(C=C1)C)C=1OC2=C(C1NC(=O)OC1=CC=CC=C1)C=CC=C2 5,8-Dimethyl-2-[3-[(phenoxycarbonyl)amino]-1-benzofuran-2-yl]quinoline